NC1=C2C(=NC=N1)N(N=C2C2=CC=C(C=C2)NC(=O)C2=NN(C=C(C2=O)C2=CC=C(C=C2)F)C(C)C)C N-(4-(4-amino-1-methyl-1H-pyrazolo[3,4-d]pyrimidin-3-yl)phenyl)-5-(4-fluorophenyl)-1-isopropyl-4-oxo-1,4-dihydropyridazine-3-carboxamide